ClC=1C=C(C=CC1C=1N(C2=NC=NC(=C2N1)OC1(CC1)C)CC1=NC=CC(=C1)C)C(=O)N1CCNCC1 (3-chloro-4-(6-(1-methylcyclopropoxy)-9-((4-methylpyridin-2-yl)methyl)-9H-purin-8-yl)phenyl)(piperazin-1-yl)methanone